BrC=1C=C(C(=CC1)NC([2H])([2H])[2H])N 4-bromo-N1-(methyl-d3)benzene-1,2-diamine